Ethyl (5R)-2-(2-fluoro-5-methylsulfonylphenyl)-5-methyl-6,7-dihydro-5H-pyrazolo[5,1-b][1,3]oxazine-3-carboxylate FC1=C(C=C(C=C1)S(=O)(=O)C)C1=NN2C(O[C@@H](CC2)C)=C1C(=O)OCC